tert-Butyl 4-((2-(4-(2-((4-(5-((λ3-azaneylidene)-λ3-methyl)pyridin-2-yl)phenyl)methoxy)ethyl)phenyl)-7-phenylimidazo[1,2-a]pyridin-3-yl)amino)benzoate N=[C]C=1C=CC(=NC1)C1=CC=C(C=C1)COCCC1=CC=C(C=C1)C=1N=C2N(C=CC(=C2)C2=CC=CC=C2)C1NC1=CC=C(C(=O)OC(C)(C)C)C=C1